2-amino-5-{2-amino-[1,2,4]triazolo[1,5-a]pyridin-7-yl}-N-{[2-(cyclopentyloxy)-6-fluorophenyl]methyl}pyridine-3-carboxamide NC1=NC=C(C=C1C(=O)NCC1=C(C=CC=C1F)OC1CCCC1)C1=CC=2N(C=C1)N=C(N2)N